N1CC(C1)C1=C(C(=O)N)C(=CN=C1)F (azetidin-3-yl)-5-fluoroisonicotinamide